FC(COC1=CC=C(C(=N1)OC)NS(=O)(=O)C1=CNC2=NC(=CC=C21)C(F)F)F N-[6-(2,2-difluoroethoxy)-2-methoxypyridin-3-yl]-6-(difluoromethyl)-1H-pyrrolo[2,3-b]pyridine-3-sulfonamide